C(#N)C1=CC=CC=2SC(=C(C21)C=O)C(=O)OCC ethyl 4-cyano-3-formylbenzo[b]thiophene-2-carboxylate